CC1=C(C=C2C(=CC=NC2=C1)C#CCNC(OC(C)(C)C)=O)[N+](=O)[O-] tert-butyl (3-(7-methyl-6-nitroquinolin-4-yl)prop-2-yn-1-yl)carbamate